ClC1=CC(=C(C=N1)S(=O)(=N)C1CC1)C (6-chloro-4-methylpyridin-3-yl)(cyclopropyl)(imino)-λ6-sulfanone